CC1=NC=C(C(=C1)C1=CC=2N(C=C1)N=C(C2)N)OC2CSCC2 5-(2-methyl-5-((tetrahydrothiophen-3-yl)oxy)pyridin-4-yl)pyrazolo[1,5-a]pyridin-2-amine